4-hydroxyacridone OC1=CC=CC=2C(C3=CC=CC=C3NC12)=O